BrCCOCCOCCOC (2-bromoethoxy)-2-(2-methoxyethoxy)ethane